tert-butyl (2S)-2-[benzyloxycarbonyl(ethyl)amino]-3-(p-tolyl)propanoate C(C1=CC=CC=C1)OC(=O)N([C@H](C(=O)OC(C)(C)C)CC1=CC=C(C=C1)C)CC